(1E,3Z)-2-phenyl-3-(phenylamino)isoindolin sodium 2-pyrrolidone-5-carboxylate N1C(CCC1C(=O)[O-])=O.[Na+].C1(=CC=CC=C1)N1CC2=CC=CC=C2C1NC1=CC=CC=C1